2-(((1-Isopropylazetidin-3-yl)(methyl)carbamoyl)oxy)-3-(palmitoyloxy)propyl (9Z,12Z)-octadeca-9,12-dienoate C(CCCCCCC\C=C/C\C=C/CCCCC)(=O)OCC(COC(CCCCCCCCCCCCCCC)=O)OC(N(C)C1CN(C1)C(C)C)=O